1-(cyclopropylmethyl)-5-(1H-imidazol-4-yl)-3-methyl-1H-pyrazole C1(CC1)CN1N=C(C=C1C=1N=CNC1)C